methyl (S)-2-(3-aminoprop-1-yn-1-yl)-4-((3-(2-(4-(4-chlorophenyl)-2,3,9-trimethyl-6H-thieno[3,2-f][1,2,4]triazolo[4,3-a][1,4]diazepin-6-yl)acetamido)propyl)amino)benzoate NCC#CC1=C(C(=O)OC)C=CC(=C1)NCCCNC(C[C@H]1C=2N(C3=C(C(=N1)C1=CC=C(C=C1)Cl)C(=C(S3)C)C)C(=NN2)C)=O